3-chloro-4-((5-fluoro-4-(1-(2-hydroxy-2-methylpropyl)-1H-pyrazol-4-yl)pyrimidin-2-yl)amino)benzenesulfonamide ClC=1C=C(C=CC1NC1=NC=C(C(=N1)C=1C=NN(C1)CC(C)(C)O)F)S(=O)(=O)N